C(C)OC1=C(C=O)C=CC(=C1)F 2-ETHOXY-4-FLUOROBENZALDEHYDE